O[C@@H]1CN(CCC1)C1=NC=2N(C=C1)N=CC2C(=O)OCC ethyl (S)-5-(3-hydroxypiperidin-1-yl)pyrazolo[1,5-a]pyrimidine-3-carboxylate